C(#N)C1=C2C(=NN(C2=CC=C1)C1=CC=C(C=C1)OC(F)(F)F)CNC(C=C)=O N-((4-cyano-1-(4-(trifluoromethoxy)phenyl)-1H-indazol-3-yl)methyl)acrylamide